5-cyano-4-hydroxy-2-(hydroxymethyl)tetrahydrofuran-3-yl benzoate C(C1=CC=CC=C1)(=O)OC1C(OC(C1O)C#N)CO